ethyl 4-(((trifluoromethyl)sulfonyl)oxy)benzofuran-6-carboxylate FC(S(=O)(=O)OC1=CC(=CC2=C1C=CO2)C(=O)OCC)(F)F